(R)-N-(6-(2-chloro-5-fluorophenyl)-3-cyano-8-oxo-1,6,7,8-tetrahydropyrrolo[3,4-g]indazol-5-yl)-3-fluoro-5-(trifluoromethyl)benzamide ethyl-2-(2-ethyl-3,5-difluoro-phenoxy)propanoate C(C)OC(C(C)OC1=C(C(=CC(=C1)F)F)CC)=O.ClC1=C(C=C(C=C1)F)[C@@H]1NC(C=2C1=C(C=C1C(=NNC21)C#N)NC(C2=CC(=CC(=C2)C(F)(F)F)F)=O)=O